(2S)-2-((3S)-2-hydroxy-5-oxo-3-propyl-4-tosylpyrrolidin-1-yl)butyramide OC1N(C(C([C@H]1CCC)S(=O)(=O)C1=CC=C(C)C=C1)=O)[C@H](C(=O)N)CC